methyl 3-benzyloxybenzenecarboximidate C(C1=CC=CC=C1)OC=1C=C(C=CC1)C(OC)=N